4-fluoro-1-[2-(1-methyl-1H-1,2,3-triazol-4-yl)acetyl]-N-{phenyl-[4-(propan-2-yl)phenyl]methyl}pyrrolidine-2-carboxamide FC1CC(N(C1)C(CC=1N=NN(C1)C)=O)C(=O)NC(C1=CC=C(C=C1)C(C)C)C1=CC=CC=C1